3-methyl-2-((R)-1-oxo-7-((R)-1-tritylaziridine-2-carbonyl)-2,7-diazaspiro[4.4]nonan-2-yl)butanoic acid CC(C(C(=O)O)N1C([C@]2(CC1)CN(CC2)C(=O)C2[N@@](C2)C(C2=CC=CC=C2)(C2=CC=CC=C2)C2=CC=CC=C2)=O)C